4-(4-Methylpiperazin-1-yl)-N-(4,4,4-trifluorobutyl)-1H-benzo[d]imidazole-1-carboxamide CN1CCN(CC1)C1=CC=CC=2N(C=NC21)C(=O)NCCCC(F)(F)F